FC(C1=NN(C=C1NC(=O)C=1C=NN2C1N=C(C=C2)N2CCOCC2)C2CCN(CC2)CC=2C=C1CN(C(C1=CC2)=O)C2C(NC(CC2)=O)=O)F N-(3-(Difluoromethyl)-1-(1-((2-(2,6-dioxopiperidin-3-yl)-1-oxoisoindoline-5-yl)methyl)piperidin-4-yl)-1H-pyrazol-4-yl)-5-morpholinopyrazolo[1,5-a]pyrimidine-3-carboxamide